Tetramethylhexane-1,6-diamine CC(C(N)(C)C)(CCCCN)C